N[C@H](C=1N=C2N(N=C(C=C2)CC2C(NCC2)=O)C1)C1CCC(CC1)(F)F 3-((2-((S)-amino(4,4-difluorocyclohexyl)methyl)imidazo[1,2-b]pyridazin-6-yl)methyl)pyrrolidin-2-one